CC1=C(C(=C(C1([Hf](C1(C=CC2=CC=3CC(CC3C=C12)(CC)CC)CC(C)C1=CC=CC=C1)(C)C)C)C)C)C Pentamethylcyclopentadienyl-dimethyl-(1-(2-phenylpropyl)-6,6-diethyl-1,5,6,7-tetrahydro-s-indacenyl)hafnium